3-Cyclopropyl-1-((3,3-difluoro-1-methylcyclobutyl)methyl)-N-(2-methyl-6-(methylthio)pyridin-4-yl)-4-(trifluoromethyl)-1H-pyrazole-5-carboxamide C1(CC1)C1=NN(C(=C1C(F)(F)F)C(=O)NC1=CC(=NC(=C1)SC)C)CC1(CC(C1)(F)F)C